(2R,3R,4S,5R)-2-(6-amino-2-fluoro-9H-purin-9-yl)-4-(benzyloxy)-5-((benzyloxy)methyl)-5-methyltetrahydrofuran-3-yl acetate C(C)(=O)O[C@H]1[C@@H](O[C@]([C@H]1OCC1=CC=CC=C1)(C)COCC1=CC=CC=C1)N1C2=NC(=NC(=C2N=C1)N)F